(3-chloro-6-(difluoromethoxy)-2-fluorophenyl)-3-methyl-N-(1-((S)-1-(5-methyl-6-((1R,5S)-2-oxo-3-azabicyclo[3.1.0]hex-3-yl)pyridazin-3-yl)ethyl)-1H-pyrazol-4-yl)pyrazine-2-carboxamide ClC=1C(=C(C(=CC1)OC(F)F)C=1N=C(C(=NC1)C(=O)NC=1C=NN(C1)[C@@H](C)C=1N=NC(=C(C1)C)N1C([C@@H]2C[C@@H]2C1)=O)C)F